O[C@H](COC(NS(=O)(=O)C=1SC(=C(C1C1=CC=C(C=C1)CN1C(=NC=C1)C(F)(F)F)C)CC(C)C)=O)C ((5-isobutyl-4-methyl-3-(4-((2-(trifluoromethyl)-1H-imidazol-1-yl)methyl)phenyl)thiophene-2-yl)sulfonyl)carbamic acid-(2S)-2-hydroxypropyl ester